BrC=1C=CC2=C(C(=C(S2)CO)F)C1 (5-bromo-3-fluoro-1-benzothiophen-2-yl)methanol